ClC1=C(C(=CC=2[Si](CNC(C21)=O)(C)C)OC)OC 5-chloro-6,7-dimethoxy-1,1-dimethyl-2,3-dihydrobenzo[d][1,3]azasilin-4(1H)-one